4-(3-(trifluoromethyl)naphthalene-2-yl)-benzonitrile FC(C=1C(=CC2=CC=CC=C2C1)C1=CC=C(C#N)C=C1)(F)F